C(C=C)(=O)OCCN(C)C [2-(acryloyloxy)ethyl]dimethylamine